C(C(C)C)N(C(O)=O)C=1C(=NC=CC1)Cl.[Si](C)(C)(C(C)(C)C)OCCC1CNC(O1)=O 5-(2-((tert-butyldimethylsilyl)oxy)ethyl)Oxazolidin-2-one isobutyl-(2-chloropyridin-3-yl)carbamate